BrC1=C(C(=CC(=C1)Br)[N+](=O)[O-])F 1,5-dibromo-2-fluoro-3-nitrobenzene